CC=1N=C(SC1C(=O)O)C1=CC=NC=C1 4-methyl-2-(4-pyridyl)thiazole-5-carboxylic acid